C1COCCN1CCCCS(=O)(=O)O 4-(N-morpholino)butanesulfonic Acid